COCC=1C=C(C=C2C=NN(C12)COCC[Si](C)(C)C)S(=O)(=O)C=1C=C(N(C1C)C)C(=O)O 4-[7-(methoxymethyl)-1-(2-trimethylsilylethoxymethyl)indazol-5-yl]sulfonyl-1,5-dimethyl-pyrrole-2-carboxylic acid